2-bromo-5-(2,3-dichlorobenzyl)-5H-pyrrolo[2,3-B]pyrazine BrC=1N=C2C(=NC1)N(C=C2)CC2=C(C(=CC=C2)Cl)Cl